6-(1-((1,3-dimethyl-5-(trifluoromethyl)-1H-pyrazol-4-yl)sulfonyl)piperidin-4-yl)-7-methylquinoline CN1N=C(C(=C1C(F)(F)F)S(=O)(=O)N1CCC(CC1)C=1C=C2C=CC=NC2=CC1C)C